OC12CC(C1)(C2)C(=O)N(C2=C(C=CC=C2)C)C 3-hydroxy-N-methyl-N-(o-tolyl)bicyclo[1.1.1]pentane-1-carboxamide